methyl N-methyl-N-(1-((S)-1-tritylaziridine-2-carbonyl) azetidine-3-carbonyl)-L-valinate CN([C@@H](C(C)C)C(=O)OC)C(=O)C1CN(C1)C(=O)C1[N@](C1)C(C1=CC=CC=C1)(C1=CC=CC=C1)C1=CC=CC=C1